ClC1=C(C(=CC=C1)N(C(=O)[C@H]1NC(C[C@@H]1CO)=O)C)NC(OC(C)(C)C)=O tert-butyl (2-chloro-6-((2S,3S)-3-(hydroxymethyl)-N-methyl-5-oxopyrrolidine-2-carboxamido)phenyl)carbamate